CC=1C=C(C=CC1)N(C1=CC=C(C=C1)C1=CC=C(C=C1)N(C1=CC=CC=C1)C1=CC(=CC=C1)C)C1=CC=CC=C1 N,N'-bis(3-methylphenyl)-N,N'-diphenyl-[1,1-Biphenyl]-4,4'-diamine